2-((3-(1-(tert-butoxycarbonyl)pyrrolidin-3-yl)-6-chloroquinolin-4-yl)amino)-5-chlorobenzoic acid C(C)(C)(C)OC(=O)N1CC(CC1)C=1C=NC2=CC=C(C=C2C1NC1=C(C(=O)O)C=C(C=C1)Cl)Cl